rac-Methyl 2-(((1R,6S)-5-(6-((4-cyano-2-fluorobenzyl)oxy)pyridin-2-yl)-2,5-diazabicyclo[4.2.0]octan-2-yl)methyl)-1-((5-methylisoxazol-3-yl)methyl)-1H-benzo[d]imidazole-6-carboxylate C(#N)C1=CC(=C(COC2=CC=CC(=N2)N2CCN([C@@H]3CC[C@H]23)CC2=NC3=C(N2CC2=NOC(=C2)C)C=C(C=C3)C(=O)OC)C=C1)F |r|